C(=O)OC1=C(C=CC(=C1)C1=CC=NC=C1)C1=NC=C(N=C1)NC1CC(NC(C1)(C)C)(C)C 5-(pyridin-4-yl)-2-{5-[(2,2,6,6-tetramethylpiperidin-4-yl)amino]pyrazin-2-yl}phenol formate